N-(3,5-dibromo-4-hydroxypyridin-2-yl)-3,3-diethoxypropionamide BrC=1C(=NC=C(C1O)Br)NC(CC(OCC)OCC)=O